[Na].C(C1=C(C=CC2=CC=CC=C12)C)C1=C(C=CC2=CC=CC=C12)C methylenebis(methyl-naphthalene) sodium